5-(((S)-1-((S)-2-Amino-4-oxo-4-(4-(5-(trifluoromethyl)pyrimidin-2-yl)piperazin-1-yl)butoxy)propan-2-yl)amino)-4-(trifluoromethyl)pyridazin-3(2H)-one N[C@H](COC[C@H](C)NC1=C(C(NN=C1)=O)C(F)(F)F)CC(N1CCN(CC1)C1=NC=C(C=N1)C(F)(F)F)=O